C(C)OC(=O)C1(CCC1)NC(=O)C=1SC(=C(C1F)Br)Br 1-{[(4,5-dibromo-3-fluoro-2-thienyl)carbonyl]Amino}cyclobutanecarboxylic acid ethyl ester